6-cyclopentyl-2-(tetrahydro-2H-pyran-4-yl)-6,7-dihydro-4H-pyrazolo[1,5-a]pyrrolo[3,4-d]pyrimidine C1(CCCC1)N1C=C2NC=3N(C=C2C1)N=C(C3)C3CCOCC3